4-(4-(3-(4-fluorophenyl)ureido)phenyl)-1H-pyrrolo[2,3-b]pyridin FC1=CC=C(C=C1)NC(NC1=CC=C(C=C1)C1=C2C(=NC=C1)NC=C2)=O